COC(C(C1=CC(=CC=C1)OC1=CC=CC=C1)(F)F)=O 2,2-difluoro-2-(3-phenoxyphenyl)acetic acid methyl ester